[Se]=O.[Cu].[Bi] bismuth copper selenooxide